6-(4-(2,6-bis(bis(2-methoxyethyl)amino)-8-(4-methoxypiperidin-1-yl)pyrimido[5,4-d]pyrimidin-4-yl)piperazin-1-yl)nicotinonitrile COCCN(C=1N=C(C2=C(N1)C(=NC(=N2)N(CCOC)CCOC)N2CCC(CC2)OC)N2CCN(CC2)C2=NC=C(C#N)C=C2)CCOC